N-(N,N-dimethyl-1,2,3,4-tetrahydro-2-aminodibenzo-fur-8-yl)isoquinoline-3-carboxamide trifluoroacetate FC(C(=O)O)(F)F.CN(C1CC2=C(OC3=C2C=C(C=C3)NC(=O)C=3N=CC2=CC=CC=C2C3)CC1)C